OC[C@H](C1=CC=CC=C1)NC1=NC(=NC=C1C1=NC=NO1)NC1=CC=C2C(NN(C2=C1)C)=O (S)-6-((4-((2-hydroxy-1-phenylethyl)amino)-5-(1,2,4-oxadiazol-5-yl)pyrimidin-2-yl)amino)-1-methyl-1,2-dihydro-3H-indazol-3-one